2-Oxo-2-[rac-(2R,5S)-2-(3-chloro-7-quinolyl)-5-methyl-1-piperidyl]acetamide O=C(C(=O)N)N1[C@H](CC[C@@H](C1)C)C1=CC=C2C=C(C=NC2=C1)Cl |r|